C(CC)[N+](C)(C)C propyl-N,N,N-trimethylammonium